8-chloro-2-[(6-methylpyrimidin-4-yl)methyl]-1-[(3R)-1-methylpyrrolidin-3-yl]-1H-imidazo[4,5-c]quinoline ClC1=CC=2C3=C(C=NC2C=C1)N=C(N3[C@H]3CN(CC3)C)CC3=NC=NC(=C3)C